FC=1C(=NC(=NC1)NC=1C=NN(C1)CCO)N1C=C(C2=CC(=CC=C12)NC(C#C)=O)C N-[1-[5-fluoro-2-[[1-(2-hydroxyethyl)pyrazol-4-yl]amino]pyrimidin-4-yl]-3-methyl-indol-5-yl]prop-2-ynamide